FC1=C(C=CC(=C1)F)CN(C(=O)NCC=1C=CC2=C(CCS2(=O)=O)C1)C1CCN(CC1)C 1-[(2,4-difluorophenyl)methyl]-3-[(1,1-dioxo-2,3-dihydro-1λ6-benzothiophen-5-yl)methyl]-1-(1-methylpiperidin-4-yl)urea